(2R,4R,5S)-1-(anthracen-9-ylmethyl)-5-ethenyl-2-[(S)-(prop-2-en-1-yloxy)(quinolin-4-yl)methyl]-1-azabicyclo[2.2.2]octan-1-ium bromide [Br-].C1=CC=CC2=CC3=CC=CC=C3C(=C12)C[N+]12[C@H](C[C@H]([C@@H](C1)C=C)CC2)[C@H](C2=CC=NC1=CC=CC=C21)OCC=C